N-ethyl-6-fluoro-3-[2-(4-piperidyloxy)pyrimidin-5-yl]-4-[3-(trifluoromethyl)pyrazol-1-yl]-9H-pyrido[2,3-b]indol-8-amine C(C)NC=1C=C(C=C2C3=C(NC12)N=CC(=C3N3N=C(C=C3)C(F)(F)F)C=3C=NC(=NC3)OC3CCNCC3)F